3-ethyl-2-(5-fluoro-[2,2'-bipyrimidin]-4-yl)-5,6-dimethoxyisoindolin-1-one C(C)C1N(C(C2=CC(=C(C=C12)OC)OC)=O)C1=NC(=NC=C1F)C1=NC=CC=N1